COC(=O)C1=CN(C=C1)CCCC(=O)OC(C)(C)C 1-(4-(tert-butoxy)-4-oxobutyl)-1H-pyrrole-3-carboxylic acid methyl ester